O=C1NC(CCC1C1=NOC2=C1C=CC(=C2O)C2CCN(CC2)C(=O)OC(C)(C)C)=O tert-butyl 4-[3-(2,6-dioxo-3-piperidyl)-7-hydroxy-1,2-benzoxazol-6-yl]piperidine-1-carboxylate